C(#N)C(NC(=O)[C@@H]1[C@H]2C([C@H]2CN1C([C@H](C(C)(C)C)NC(=O)C1CC(N(CC1)C)=O)=O)(C)C)C=1C=NC=C2C=CC=NC12 (1R,2S,5S)-N-[cyano(1,6-naphthyridin-8-yl)methyl]-3-[(2S)-3,3-dimethyl-2-[(1-methyl-2-oxo-piperidine-4-carbonyl)amino]butanoyl]-6,6-dimethyl-3-azabicyclo[3.1.0]hexane-2-carboxamide